[[[6-(4-phenylbutoxy)hexyl]amino]methyl]-1,3-benzenedimethanol C1(=CC=CC=C1)CCCCOCCCCCCNCC1=C(C=CC=C1CO)CO